C[N+](C)(C)CCOS(=O)(=O)O The molecule is a quaternary ammonium ion and a member of choline sulfates. It is a conjugate acid of a choline sulfate.